OC1=CC=C(C[C@H]2C(N[C@@H](C(N2)=O)CC2=CC=C(C=C2)O)=O)C=C1 (3S,6R)-3,6-Bis(4-hydroxybenzyl)piperazin-2,5-dion